N-(3-(4-chlorobenzyl)-6-ethyl-4,7-dioxo-4,5,6,7-tetrahydro-3H-pyrrolo[3,4-d]pyrimidin-2-yl)acetamide ClC1=CC=C(CN2C(=NC3=C(C2=O)CN(C3=O)CC)NC(C)=O)C=C1